N-(5-((4-chlorobenzyl)oxy)-1,3,4-thiadiazol-2-yl)-3-(2-cyclopropylphenyl)pyridine-4-carboxamide ClC1=CC=C(COC2=NN=C(S2)NC(=O)C2=C(C=NC=C2)C2=C(C=CC=C2)C2CC2)C=C1